4-(4-((1R,5S)-3,8-diazabicyclo[3.2.1]octan-3-yl)-6-chloro-8-fluoro-2-((tetrahydro-1H-pyrrolizin-7a(5H)-yl)methoxy)quinazolin-7-yl)naphthalen-2-ol [C@H]12CN(C[C@H](CC1)N2)C2=NC(=NC1=C(C(=C(C=C21)Cl)C2=CC(=CC1=CC=CC=C21)O)F)OCC21CCCN1CCC2